ClC=1C(=CC(=NC1)NC(C[C@H]1[C@@H](CCC1)C(=O)NC)=O)C1=C2N(N=C1)CC(C2)(C)C (1R,2S)-2-(2-((5-chloro-4-(5,5-dimethyl-5,6-dihydro-4H-pyrrolo[1,2-b]pyrazol-3-yl)pyridin-2-yl)amino)-2-oxoethyl)-N-methylcyclopentane-1-carboxamide